N(=C=O)CCCC1=CC=C(C=C1)CCCN=C=O 1,4-bis(isocyanatopropyl)benzene